C(CCCCC)N(CCN1CCN(CC1)CCN(CCN(CCCCCCCCCCCC)CCCCCCCCCCCC)CCCCCCCCCCCC)CCCCCC N1-(2-(4-(2-(Dihexylamino)ethyl)piperazin-1-yl)ethyl)-N1,N2,N2-tridodecyl-ethane-1,2-diamine